bis-(cyclopentadienyl)magnesium C1(C=CC=C1)[Mg]C1C=CC=C1